(R)-N-(5-((6-(3-(2-fluoro-3-(trifluoromethyl)phenyl)isoxazolidin-2-yl)pyrimidin-4-yl)amino)-4-methoxy-2-(methyl(2-(methylamino)ethyl)amino)phenyl)acrylamide FC1=C(C=CC=C1C(F)(F)F)[C@@H]1N(OCC1)C1=CC(=NC=N1)NC=1C(=CC(=C(C1)NC(C=C)=O)N(CCNC)C)OC